C(CCCCCCC=C)OCC(COCCOCCOCCOCCOC(C1=CC=CC=C1)(C1=CC=CC=C1)C1=CC=CC=C1)OCCC(CCC[C@@H](CCC[C@@H](CCCC(C)C)C)C)C [2-[2-[2-[2-[3-non-8-enoxy-2-[(7R,11R)-3,7,11,15-tetramethylhexadecoxy]propoxy]ethoxy]ethoxy]ethoxy]ethoxy-diphenyl-methyl]benzene